CN(C(=O)C1COC1)C1CNCC1 3-(N-methyloxetane-3-carboxamido)pyrrolidin